ethyl-dimethylamine, methacryloylethyl-trimethyl-ammonium salt C(C(=C)C)(=O)C[N+](C)(C)CC.C(C)N(C)C